C(C)(C)(C)OC(=O)N1C(COCC1)C1=C(C2=C(NC(=N2)[C@H](C2CCC(CC2)C)N)C=C1)F 3-{2-[(S)-amino(4-methylcyclohexyl)methyl]-4-fluoro-1H-benzoimidazol-5-yl}-morpholine-4-carboxylic acid tert-butyl ester